CC1(CC(OC1)C(=O)N)C 4,4-dimethyl-tetrahydrofuran-2-carboxamide